chromatriethanolamine dodecyl-benzenesulfonate C(CCCCCCCCCCC)OS(=O)(=O)C1=CC=CC=C1.N([Cr]CO)(CCO)CCO